(8S-cis)-10-[(3-amino-2,3,6-trideoxy-alpha-L-lyxo-hexopyranosyl)oxy]-7,8,9,10-tetrahydro-6,8,11-trihydroxy-8-(hydroxyacetyl)-1-methoxy-5,12-tetracenedione N[C@H]1C[C@@H](O[C@H]([C@H]1O)C)OC1C[C@@](CC=2C(=C3C(C=4C=CC=C(C4C(C3=C(C12)O)=O)OC)=O)O)(C(CO)=O)O